cyclopropylmethyl-[2-[(2R,3R,4S,5S)-3,4,5-tris[(3,4-dimethoxyphenyl)methoxy]-6-(4-methoxyphenoxy)tetrahydropyran-2-yl]ethyl]phosphinic acid C1(CC1)CP(O)(=O)CC[C@H]1OC([C@H]([C@H]([C@@H]1OCC1=CC(=C(C=C1)OC)OC)OCC1=CC(=C(C=C1)OC)OC)OCC1=CC(=C(C=C1)OC)OC)OC1=CC=C(C=C1)OC